1-(4-{[(3S,3aR,6S,6aR)-6-(allyloxy)hexahydrofuro[3,2-b]furan-3-yl]oxy}-3-(1H-tetrazol-1-yl)phenyl)-1H-pyrazole-4-carboxylic acid C(C=C)O[C@H]1CO[C@H]2[C@@H]1OC[C@@H]2OC2=C(C=C(C=C2)N2N=CC(=C2)C(=O)O)N2N=NN=C2